2-oxo-1,2-dihydropyridine-3-carbonyl chloride O=C1NC=CC=C1C(=O)Cl